[Br].NCC1(CCN(CC1)C=1C(=NC(=C(N1)C)C1=C(C(=CC=C1)Cl)Cl)CO)C1=CCC1 (3-(4-(aminomethyl)-4-(cyclobut-1-en-1-yl)piperidin-1-yl)-6-(2,3-dichlorophenyl)-5-methylpyrazin-2-yl)methanol bromine